triethoxy(7-isocyanatoheptyl)silane C(C)O[Si](CCCCCCCN=C=O)(OCC)OCC